2-((4-((7,7-difluoro-9-isopropyl-5-methyl-6-oxo-6,7,8,9-tetrahydro-5H-pyrimido[4,5-b][1,4]diazepin-2-yl)amino)-3-methoxybenzamido)methyl)-7-azaspiro[3.5]nonane-7-carboxylate FC1(C(N(C2=C(N(C1)C(C)C)N=C(N=C2)NC2=C(C=C(C(=O)NCC1CC3(C1)CCN(CC3)C(=O)[O-])C=C2)OC)C)=O)F